C=CC[SiH](CC)CC methylene(triethylsilane)